ClC1=CC(=C(COC2=CC=CC(=N2)C2=C(C=C(CC3=NC4=C(N3C[C@@H]3OCCC3)C=C(C=C4)C(=O)O)C=C2)F)C=C1)F (R)-2-(4-(6-(4-chloro-2-fluorobenzyloxy)pyridin-2-yl)-3-fluorobenzyl)-1-((tetrahydrofuran-2-yl)methyl)-1H-benzo[d]imidazole-6-carboxylic acid